[N+](#[C-])C1=NC(=CC=C1)C(F)(F)F 2-ISOCYANO-6-(TRIFLUOROMETHYL)PYRIDINE